FC1=C(C(=CC(=C1)C1=CC(=NN1)NCCC(C)C)O)N1CC(NS1(=O)=O)=O 5-(2-Fluoro-6-hydroxy-4-(3-(isopentylamino)-1H-pyrazol-5-yl)phenyl)-1,2,5-thiadiazolidin-3-one 1,1-dioxide